2-chloro-1-(3-hydroxyazetidine-1-yl)ethane ClCCN1CC(C1)O